(R)-2-Methyl-pyrrolidine hydrochloride Cl.C[C@H]1NCCC1